CC1(O[C@@H]2[C@H](O1)C(=C[C@H]2N2C=CC1=C2N=CN=C1CC)C=C)C 7-((3aS,4R,6aR)-2,2-Dimethyl-6-vinyl-4,6a-dihydro-3aH-cyclopenta[d][1,3]dioxol-4-yl)-4-ethyl-7H-pyrrolo[2,3-d]pyrimidine